[Cl-].C(C1=CC=CC=C1)[N+](CCOCCCCCCCCCCCC)(CCO)CCO benzyl-bis(2-hydroxyethyl)(2-dodecyloxyethyl)ammonium chloride